N[C@@H]1CN(CC1)C1=NC=CC(=C1)C=1C(=C(C=C(C1)C)C1=CC(=C(C=C1)N1C(N(C=C1)C)=O)Cl)O (S)-1-(3'-(2-(3-aminopyrrolidin-1-yl)pyridin-4-yl)-3-chloro-2'-hydroxy-5'-methyl-[1,1'-biphenyl]-4-yl)-3-methyl-1H-imidazol-2(3H)-one